Cl.CN1C=C(C2=CC(=CC=C12)N1C(NC(CC1)=O)=O)N1CCNCC1 1-(1-methyl-3-(piperazin-1-yl)-1H-indol-5-yl)dihydropyrimidine-2,4(1H,3H)-dione hydrochloride